2-(4-(3,5-dichloro-4-((4-trityl-4H-1,2,4-triazol-3-yl)methoxy)phenyl)-3-methyl-2-oxo-6-(trifluoromethyl)-2,3-dihydro-1H-benzo[d]imidazol-1-yl)-N-(4-fluorophenyl)acetamide ClC=1C=C(C=C(C1OCC1=NN=CN1C(C1=CC=CC=C1)(C1=CC=CC=C1)C1=CC=CC=C1)Cl)C1=CC(=CC=2N(C(N(C21)C)=O)CC(=O)NC2=CC=C(C=C2)F)C(F)(F)F